Tert-butyl (R)-2-((2-(4-(1,3-dioxan-2-yl)-2-fluorophenyl)-7-methylimidazo[1,2-a]pyridin-3-yl)methyl)morpholine-4-carboxylate O1C(OCCC1)C1=CC(=C(C=C1)C=1N=C2N(C=CC(=C2)C)C1C[C@@H]1CN(CCO1)C(=O)OC(C)(C)C)F